4-methyl-5-Trifluoromethyl-1,3-dioxolane-2-one CC1OC(OC1C(F)(F)F)=O